1-((benzyloxy)methyl)-3-bromobenzene C(C1=CC=CC=C1)OCC1=CC(=CC=C1)Br